2-oxo-2-[rac-(2R,5S)-5-methyl-2-phenyl-1-piperidyl]acetamide O=C(C(=O)N)N1[C@H](CC[C@@H](C1)C)C1=CC=CC=C1 |r|